1,5,7-trimethyl-3-((6-(2-methylphenyl)-3-azabicyclo[4.1.0]hept-3-yl)carbonyl)-1,5-dihydro-4H-pyrrolo[3,2-c]pyridin-4-one CN1C=C(C=2C(N(C=C(C21)C)C)=O)C(=O)N2CC1CC1(CC2)C2=C(C=CC=C2)C